ClC1=C(C=C(C=C1)N1C(CC[C@H]1C1=NC2=C(N1C1CS(CCC1)(=O)=O)C=CC(=C2)C=2C(=NOC2C)C)=O)F (5S)-1-(4-chloro-3-fluorophenyl)-5-(5-(3,5-dimethylisoxazol-4-yl)-1-(1,1-dioxidotetrahydro-2H-thiopyran-3-yl)-1H-benzo[d]imidazol-2-yl)pyrrolidin-2-one